NC(C(C(=O)O)OC[C@H]1O[C@H]([C@@H]([C@@]1(O)C#C)O)N1C2=NC(=NC(=C2N=C1)NC1CCCC1)Cl)=O 3-amino-2-(((2R,3S,4R,5R)-5-(2-chloro-6-(cyclopentylamino)-9H-purin-9-yl)-3-ethynyl-3,4-dihydroxytetrahydrofuran-2-yl)methoxy)-3-oxopropanoic acid